4-[[6-[(1-oxo-2-propenyl)oxy]hexyl]oxy]-benzoic acid 4-ethylphenyl ester C(C)C1=CC=C(C=C1)OC(C1=CC=C(C=C1)OCCCCCCOC(C=C)=O)=O